5-bromoisoquinolin-1-ol BrC1=C2C=CN=C(C2=CC=C1)O